ethyl 4-methyl-5-(pyrimidin-4-yl)-1,2,4-triazole-3-carboxylate CN1C(=NN=C1C1=NC=NC=C1)C(=O)OCC